1-(4-(chloromethyl)benzyl)-1H-pyrazole ClCC1=CC=C(CN2N=CC=C2)C=C1